FC=1C=C(C=NC1C)N1C[C@H](CCC1)N (3S)-1-(5-fluoro-6-methylpyridin-3-yl)piperidin-3-amine